CC1=CC=C(C=C1)S(=O)[O-] 4-methylbenzenesulfinate